2-Chloro-3-nitrothiophene-5-sulfonyl chloride ClC=1SC(=CC1[N+](=O)[O-])S(=O)(=O)Cl